methoxypyrazolo[1,5-a]pyridine-3-carbonitrile COC1=NN2C(C=CC=C2)=C1C#N